ClC1=CC(=C(CCN[C@@H]2C=C([C@@H]([C@@H]([C@H]2O)O)O)CF)C(=C1)C)C (1S,2S,3S,6R)-6-((4-chloro-2,6-dimethylphenethyl)amino)-4-(fluoromethyl)cyclohex-4-ene-1,2,3-triol